(2S)-2-[9H-fluoren-9-ylmethoxycarbonyl-(methyl)amino]oct-7-enoic acid C1=CC=CC=2C3=CC=CC=C3C(C12)COC(=O)N([C@H](C(=O)O)CCCCC=C)C